Methyl 2-(1-(hex-5-en-1-yl)-1H-pyrrolo[2,3-b]pyridin-2-yl)-7-methoxy-1-(3-vinylbenzyl)-1H-benzo[d]imidazole-5-carboxylate C(CCCC=C)N1C(=CC=2C1=NC=CC2)C2=NC1=C(N2CC2=CC(=CC=C2)C=C)C(=CC(=C1)C(=O)OC)OC